CN1N(C(C2=CC=C(C=C12)NC1=CC=C(C=C1)N1CCC(CC1)C(F)(F)F)=O)C 1,2-Dimethyl-6-((4-(4-(trifluoromethyl)piperidin-1-yl)phenyl)amino)-1,2-dihydro-3H-indazol-3-one